6-chloroimidazo[1,5-a]pyrazine-5-carboxylic acid methyl ester COC(=O)C1=C(N=CC=2N1C=NC2)Cl